3,3-dimethyl-thietane CC1(CSC1)C